ClC=1C=C2CCN(CC2=CC1)C[C@@H]1[C@H](CC1)NS(=O)(=O)C1=CC=C(C=C1)N(C)C 6-chloro-N-(((1R,2S)-2-(4-(dimethylamino)phenylsulfonamido)cyclobutyl)methyl)-3,4-dihydroisoquinoline